FC(C(=O)O)(F)F.ClC1=CC=C(C[C@H]2CO[C@H](CN2C2CCC(CC2)C2=NN(C(=C2)C)C)C(=O)OC)C=C1 methyl (2R,5S)-5-(4-chlorobenzyl)-4-(4-(1,5-dimethyl-1H-pyrazol-3-yl)-cyclohexyl)morpholine-2-carboxylate 2,2,2-trifluoroacetate